(1aR,5aR)-2-(2,4-Difluoro-phenyl)-1a,2,5,5a-tetrahydro-1H-2,3-diaza-cyclopropa[a]pentalene-4-carboxylic acid (6-methanesulfonyl-2-methyl-pyridin-3-yl)-amide CS(=O)(=O)C1=CC=C(C(=N1)C)NC(=O)C=1C=2C[C@@H]3[C@H](C2N(N1)C1=C(C=C(C=C1)F)F)C3